2,4,6-triethyl-2,4,6-tris(1-methylethyl)cyclotrisiloxane C(C)[Si]1(O[Si](O[Si](O1)(C(C)C)CC)(C(C)C)CC)C(C)C